2-AMINO-3-(PERFLUOROPHENYL)PYRIDINE-5-CARBOXALDEHYDE NC1=NC=C(C=C1C1=C(C(=C(C(=C1F)F)F)F)F)C=O